6-chloro-2-cyanopyridin ClC1=CC=CC(=N1)C#N